4-(4-((1-(4-methoxyphenyl)-3-cyclobutylamino)sulfonyl)-3,4-dihydro-2H-pyrido[4,3-b][1,4]thiazin-8-yl)benzonitrile COC1=CC=C(C=C1)C1CC(C1)NS(=O)(=O)N1C2=C(SCC1)C(=CN=C2)C2=CC=C(C#N)C=C2